ClC=1C(=C(C=CC1)CNC(CN[C@@H](CO)C)=O)F (R)-N-(3-chloro-2-fluorophenylmethyl)-2-((1-hydroxypropan-2-yl)amino)acetamide